3-methyl-cyclopentadecane-1-ol CC1CC(CCCCCCCCCCCC1)O